2-(4-chloro-2-methoxyphenyl)-2-((3-methoxy-5-(methylsulfonyl)-phenyl)imino)-1-(5-(trifluoromethoxy)-1H-indol-3-yl)ethanone ClC1=CC(=C(C=C1)C(C(=O)C1=CNC2=CC=C(C=C12)OC(F)(F)F)=NC1=CC(=CC(=C1)S(=O)(=O)C)OC)OC